ClC(C1=NC(=NO1)C1=CC=C(CP(NC2=CC=CC=C2)(=O)C)C=C1)(F)F P-(4-(5-(chlorodifluoromethyl)-1,2,4-oxadiazol-3-yl)benzyl)-P-methyl-N-phenylphosphinic amide